[Si](C)(C)(C(C)(C)C)OCCOC1=C(C(=O)[O-])C=CC=C1F 2-(((tert-butyldimethylsilyl) oxy) ethoxy)-3-fluorobenzoate